ClC1=C(C=C(C=2C3=C(NC12)CCNC(C3C)=O)OCC)Cl 7,8-Dichloro-10-ethoxy-1-methyl-3,4,5,6-tetrahydroazepino[4,5-b]indol-2(1H)-one